ClC=1C=CC=2N(C1)C(=CN2)C2=NC(=NC=C2)N2CC(OC(C2)C=2C(=NNC2)C)C 4-(4-(6-chloroimidazo[1,2-a]pyridin-3-yl)pyrimidin-2-yl)-2-methyl-6-(3-methyl-1H-pyrazol-4-yl)morpholine